N-(3-Amino-5-fluoro-4-nitrophenyl)-N-methylacetamide NC=1C=C(C=C(C1[N+](=O)[O-])F)N(C(C)=O)C